(S)-4-(2-fluoro-4-methylphenyl)-5-methyl-N-(5-methyl-4-oxo-2,3,4,5-tetrahydropyrido[3,2-b]-[1,4]oxazepin-3-yl)pyrimidine-2-carboxamide FC1=C(C=CC(=C1)C)C1=NC(=NC=C1C)C(=O)N[C@@H]1C(N(C2=C(OC1)C=CC=N2)C)=O